C(#N)C1=CC=C(C=C1)COC1=CC=CC(=N1)C1=CC(=C(C=C1F)CC=1N(C2=C(N1)C=CC(=C2)C(=O)OC)[C@@H]2COCC2(C)C)F methyl 2-[[4-[6-[(4-cyanophenyl)methoxy]-2-pyridyl]-2,5-difluoro-phenyl]methyl]-3-[(3S)-4,4-dimethyltetrahydrofuran-3-yl]benzimidazole-5-carboxylate